CCCCCCCC/C=C\CCCCCCCC(=O)O[C@H](COC(=O)CCCC/C=C\C/C=C\C/C=C\CCCCC)COP(=O)([O-])OCC[N+](C)(C)C 1-(6Z,9Z,12Z-octadecatrienoyl)-2-(9Z-octadecenoyl)-glycero-3-phosphocholine